N-(3-amino-5-(1-methyl-1H-imidazol-2-yl)phenyl)-5-cyclopropylpyrazole NC=1C=C(C=C(C1)C=1N(C=CN1)C)N1N=CC=C1C1CC1